(3-(phenoxymethyl)piperidin-1-yl)(5-(3-phenyltetrahydrofuran-3-yl)-1,3,4-oxadiazol-2-yl)methanone O(C1=CC=CC=C1)CC1CN(CCC1)C(=O)C=1OC(=NN1)C1(COCC1)C1=CC=CC=C1